C(C)(C)OC(C=CCCC)=O 2-hexenoic acid isopropyl ester